C(C)(C)(C)OC(=O)N1[C@H](C[C@]2(OCC(C3=C2SC(=C3)Cl)=O)CC1)C.C(=O)C1C(C(C(OP3=NP=NP=N3)(C=C1)C=O)(C=O)C=O)(C=O)C=O hexa-formyl-phenoxycyclotriphosphazene tert-butyl-(2S,4R)-2'-chloro-2-methyl-4'-oxo-spiro[piperidine-4,7'-thieno[2,3-c]pyran]-1-carboxylate